ClC1=C(C(=CC(=C1)Cl)Cl)CC(C)=O (2,4,6-trichloro-phenyl)-propan-2-one